C(=O)[C@@H]1[C@H](C1)C(=O)OCC (1S,2S)-ethyl 2-formylcyclopropane-1-carboxylate